O[C@@H]1C[C@H](C1)NC1=NC(NC2=CC=CC=C12)=O 4-(((trans)-3-hydroxycyclobutyl)amino)-quinazolin-2(1H)-one